CC=1N2C=3SC=4C[C@H](CC4C3[C@H](NCC2=NN1)C1=C(C=CC=C1)C)C(=O)N1CCOCC1 (9R,13S)-3-methyl-9-(2-methylphenyl)-13-(morpholine-4-carbonyl)-16-thia-2,4,5,8-tetraazatetracyclo[8.6.0.02,6.011,15]-hexadeca-1(10),3,5,11(15)-tetraene